hexane-1,6-dicarboxylate C(CCCCCC(=O)[O-])C(=O)[O-]